2-(4-((4-amino-1-(2-methoxy-2-methylpropyl)-2-(pentan-2-yl)-1H-imidazo[4,5-c]quinolin-7-yl)methyl)phenyl)acetonitrile NC1=NC=2C=C(C=CC2C2=C1N=C(N2CC(C)(C)OC)C(C)CCC)CC2=CC=C(C=C2)CC#N